N-(5-fluoropyrimidin-4-yl)-2-[1-oxo-4-prop-2-yl-6-(trifluoromethoxy)phthalazin-2-yl]acetamide methyl-1-(4-(trifluoromethyl)benzyl)-1H-pyrazole-4-carboxylate COC(=O)C=1C=NN(C1)CC1=CC=C(C=C1)C(F)(F)F.FC=1C(=NC=NC1)NC(CN1C(C2=CC=C(C=C2C(=N1)C(C)C)OC(F)(F)F)=O)=O